NCCNCCO[Si](OCC)(OCC)CC (2-aminoethylamino)(ethyl)(triethoxy)silane